C(CCCCCCCCCCCCCCCCC)(=O)SCCNC(CCNC([C@@H](C(COP(OP(OC[C@@H]1[C@H]([C@H]([C@@H](O1)N1C=NC=2C(N)=NC=NC12)O)OP(=O)(O)O)(=O)O)(=O)O)(C)C)O)=O)=O Stearoyl-Coenzyme A